(S*)-(3-amino-4,5-dihydropyrano[3,4-c]pyrazol-2(7H)-yl)(8-chloro-1,2,3,4-tetrahydroquinolin-4-yl)methanone NC1=C2C(=NN1C(=O)[C@H]1CCNC3=C(C=CC=C13)Cl)COCC2 |o1:8|